CCCCCCCCCCCCCCCCCCCC(=O)O[C@H](COC(=O)CCCCCCC/C=C\\CCCCCCCC)COP(=O)(O)O The molecule is a 1,2-diacyl-sn-glycerol 3-phosphate in which the acyl substituents at positions 1 and 2 are specified as oleoyl and icosanoyl (arachidoyl) respectively. It derives from an oleic acid and an icosanoic acid. It is a conjugate acid of a 1-oleoyl-2-icosanoyl-sn-glycero-3-phosphate(2-).